COC([C@@H](CC=1SC=C(N1)Br)NC(=O)OC(C)(C)C)=O (R)-3-(4-bromothiazol-2-yl)-2-((tert-butoxycarbonyl)amino)propanoic acid methyl ester